CC=1SC2=C(N1)C(=CC(=C2)C2=CC(=C1C=C(N=NC1=C2)C2CCN(CC2)CC)F)C 7-(2,4-Dimethyl-1,3-benzothiazol-6-yl)-3-(1-ethylpiperidin-4-yl)-5-fluorocinnoline